phosphino-xanthene PC1=CC=CC=2OC3=CC=CC=C3CC12